S1(C=NC=C1)=[Se] thiazoleselenone